N=1N(N=CC1)C1=C(C=CC=2OC=CN2)C=CC(=C1)C(F)(F)F 2-(2-(2H-1,2,3-triazol-2-yl)-4-(trifluoromethyl)styryl)oxazole